N[C@@H]1CN(CC1)C1=CC=CC(=N1)C(=O)NC=1C=C2C(=NC1N1CCCCC1)N=C(S2)N2CCCCC2 (S)-6-(3-Aminopyrrolidin-1-yl)-N-(2,5-di(piperidin-1-yl)thiazolo[4,5-b]pyridin-6-yl)pyridine-2-carboxamide